ClC=1C(=C(CN2C(CC(CC2)(C(=O)O)CC2=NC(=CC=C2F)NC2=NNC(=C2C)C)C)C=CC1)F 1-(3-chloro-2-fluorobenzyl)-4-((6-((4,5-dimethyl-1H-pyrazol-3-yl)amino)-3-fluoropyridin-2-yl)methyl)-2-methylpiperidine-4-carboxylic acid